NC=1C=C(C=CC1[N+](=O)[O-])N1C(CN(CC1)C)=O 1-(3-amino-4-nitrophenyl)-4-methylpiperazin-2-one